1,3-dimethyl-imidazole chloride salt [Cl-].CN1CN(C=C1)C